FC=1C(=NC=C(C1)F)CNC(=O)C1=CN=C(S1)N1CCC2(OCCO2)CC1 N-[(3,5-Difluoropyridin-2-yl)methyl]-2-(1,4-dioxa-8-azaspiro[4.5]decan-8-yl)-1,3-thiazole-5-carboxamide